ClC1=C(C=C2C=C(N=CC2=C1)NC(=O)[C@@H]1[C@H]([C@H]1C1=NN(C=C1)C)CC)N1CCN(CC1)[C@]1(COC[C@H]1F)C (1R,2S,3R)-N-[7-chloro-6-[4-((3S,4S)-4-fluoro-3-methyl-tetrahydrofuran-3-yl)piperazin-1-yl]-3-isoquinolinyl]-2-ethyl-3-(1-methylpyrazol-3-yl)cyclopropanecarboxamide